N-Fmoc-(S)-3-Amino-4-phenyl-butyric acid C(=O)(OCC1C2=CC=CC=C2C2=CC=CC=C12)N[C@H](CC(=O)O)CC1=CC=CC=C1